C(C)(C)(C)OC(=O)N1CCC(CC1)C1=CC=C(CC=2C=C(SC2C)C)C=C1 4-(4-(1-(tert-butoxycarbonyl)piperidin-4-yl)benzyl)-2,5-dimethylthiophene